P(O)(=O)(OP(=O)(O)OP(=O)(O)O)OC[C@@H]1[C@H](C[C@@H](O1)N1C(=O)NC(=O)C(=C1)C#CCCCCC#C)O 5-(Octa-1,7-diynyl)-2'-deoxyuridine 5'-triphosphate